ClC(C(C(=O)Cl)(C)Cl)Cl trichloroisobutyryl chloride